C(CCCC)C1=NNC(=N1)CCCCC 3,5-Dipentyl-1,2,4-triazole